(3R)-3-[6-(5H-pyrrolo[2,3-b]pyrazin-2-yl)-2-[(2S)-3,3,3-trifluoro-2-Hydroxy-2-methylpropionyl]-1,2,3,4-tetrahydroisoquinolin-8-yl]morpholine-4-carboxylic acid tert-butyl ester C(C)(C)(C)OC(=O)N1[C@@H](COCC1)C=1C=C(C=C2CCN(CC12)C([C@](C(F)(F)F)(C)O)=O)C=1N=C2C(=NC1)NC=C2